2-(4-((2S,5R)-4-((S)-1-(4-chlorophenyl)-2-methylpropyl)-2,5-dimethylpiperazin-1-yl)-1H-[1,2,4]triazolo[3,4-b]purin-1-yl)-N,N-dimethylethan-1-amine ClC1=CC=C(C=C1)[C@H](C(C)C)N1C[C@@H](N(C[C@H]1C)C=1C=2N=CN(C2N2C(N1)=NN=C2)CCN(C)C)C